CN(C(CCCCCCCC)CCCCCCCCC\C=C/C\C=C/CCCCC)C (19z,22z)-N,N-dimethyloctacosan-19,22-dien-9-amine